C(#N)C=1C=C(C=C(C1N[C@H](CCN(C)C)CCC1=CC=C(C=C1)F)F)S(=O)(=O)NC(=O)[C@]1(OCCCC1)C (S)-N-((3-CYANO-4-(((S)-1-(DIMETHYLAMINO)-5-(4-FLUOROPHENYL)PENTAN-3-YL)AMINO)-5-FLUOROPHENYL)SULFONYL)-2-METHYLTETRAHYDRO-2H-PYRAN-2-CARBOXAMIDE